NC1N(C(=NC(=N1)N)N(C)C)F 2,4-diamino-6-dimethylamino-fluoro-1,3,5-triazine